C1(=CC=CC=C1)C=1N=NN(N1)CC1=NC=C(C(=O)NN)C=C1 6-((5-phenyl-2H-tetrazol-2-yl)methyl)nicotinic acid hydrazide